FC1=C(C2=C(C(=N1)OC)N=C(S2)NC(=O)N2C[C@]1(CC2)COCCC1)C1=CC=CC=C1 (5S)-N-{6-fluoro-4-methoxy-7-phenyl-[1,3]thiazolo[4,5-c]pyridin-2-yl}-7-oxa-2-azaspiro[4.5]decane-2-carboxamide